1-(3-chloro-5-fluorophenyl)-5-fluoro-2-methyl-3-(trifluoromethyl)-4,5,6,7-tetrahydro-1H-indol-4-ol ClC=1C=C(C=C(C1)F)N1C(=C(C=2C(C(CCC12)F)O)C(F)(F)F)C